C(#N)N1C[C@H](CC1)C(=O)NC1=NC=C(C=C1)S(N(C(C)C1=CC=CC=C1)C)(=O)=O (3S)-1-cyano-N-(5-(N-methyl-N-(1-phenylethyl)sulfamoyl)pyridin-2-yl)pyrrolidine-3-carboxamide